8-(3-chloro-2-(trifluoromethyl)phenyl)-9-(4-((1-(3,3-difluoropropyl)azetidin-3-ylidene)methyl)phenyl)-6,7-dihydro-5H-benzo[7]annulene-3-carboxylic acid ClC=1C(=C(C=CC1)C=1CCCC2=C(C1C1=CC=C(C=C1)C=C1CN(C1)CCC(F)F)C=CC(=C2)C(=O)O)C(F)(F)F